2,5-bis(4-methoxy-3-aminophenyl)-1,3,4-oxadiazole COC1=C(C=C(C=C1)C=1OC(=NN1)C1=CC(=C(C=C1)OC)N)N